ClC=1N=C(C2=C(N1)N(C=C2)[C@@H]2C[C@@H]([C@@H]1[C@H]2OC(O1)(C)C)C=1C=C(CNC(OC(C)(C)C)=O)C=C(C1)OC)Cl tert-butyl (3-((3aR,4R,6R,6aS)-6-(2,4-dichloro-7H-pyrrolo[2,3-d]pyrimidin-7-yl)-2,2-dimethyltetrahydro-4H-cyclopenta[d][1,3]dioxol-4-yl)-5-methoxybenzyl)carbamate